2-(4-(methoxy-d3)-phenyl)-4,4,5,5-tetramethyl-1,3,2-dioxaborolane C(OC1=CC=C(C=C1)B1OC(C(O1)(C)C)(C)C)([2H])([2H])[2H]